[N+](=O)([O-])C1=CC=C(C=C1)C(C(=O)O)CC (4-nitrophenyl)butyric acid